COC1=NC=C2C=C(C(N(C2=C1)C)=O)C 7-methoxy-1,3-dimethyl-1,6-naphthyridin-2(1H)-one